C(C)(C)(C)OC(=O)N1[C@@H](COCC1)CC[C@@H](C(C)C)N1CC(C1)C=1C=C(C=2N(C1)C(=NC2)C)C2=C(C=C(C=C2)F)C(N(C(C)C)CC)=O (3R)-3-[(3S)-3-[3-(8-{2-[ethyl(isopropyl)carbamoyl]-4-fluorophenyl}-3-methylimidazo[1,5-a]pyridin-6-yl)azetidin-1-yl]-4-methylpentyl]morpholine-4-carboxylic acid tert-butyl ester